C(C)(C)(C)C=1SC2=C(N1)C(CC1(CCN(CC1)C(=O)C1=CC(=C3C=CN=C(C3=C1)NC)C)C2)=O 2-(tert-butyl)-1'-(5-methyl-1-(methylamino)isoquinoline-7-carbonyl)-5H-spiro[benzo[d]thiazol-6,4'-piperidin]-4(7H)-one